[Br-].C(CCCCCCCCCCC)[NH+](C)CC(O)O dodecyldihydroxyethyl-methyl-ammonium bromide